COC1=NC=CC=C1C=1C=NN2C1N=C(C=C2)N2CCN(C1(CC1)C2)C(=O)OC2(COC2)C 3-methyloxetan-3-yl 7-(3-(2-methoxypyridin-3-yl) pyrazolo[1,5-a]pyrimidin-5-yl)-4,7-diazaspiro[2.5]octane-4-carboxylate